BrC=1C=CC(=C(C1)C(C(=O)OC)C(CCOC)=O)O[Si](C)(C)C(C)(C)C methyl 2-(5-bromo-2-((tert-butyldimethylsilyl)oxy)phenyl)-5-methoxy-3-oxopentanoate